methyl (R)-5-(5-bromo-4-hydroxypyridin-3-yl)-3,4-dihydro-2H-pyrrole-2-carboxylate BrC=1C(=C(C=NC1)C=1CC[C@@H](N1)C(=O)OC)O